CC1=C(C(=O)O)C=CC(=C1O)O.COC(C1=CC(O)=C(O)C=C1)=O protocatechuic acid methyl ester (Methylprotocatechuate)